cis-2-(difluoromethyl)-7-fluoro-5-phenyl-6,7-dihydro-5H-pyrrolo[1,2-b][1,2,4]triazole FC(C=1N=C2N(N1)[C@@H](C[C@@H]2F)C2=CC=CC=C2)F